(rac)-1-(2-aminopyrimidin-5-yl)-3-(1-(5,7-difluoro-3-methylbenzofuran-2-yl)-2,2,2-trifluoroethyl)urea NC1=NC=C(C=N1)NC(=O)N[C@@H](C(F)(F)F)C=1OC2=C(C1C)C=C(C=C2F)F |r|